FC1=CC=C(C=C1)[C@H](CC1=NC(=NC(=N1)N[C@@H](CO)CC(C)C)NS(=O)(=O)C)C N-(4-((S)-2-(4-fluorophenyl)propyl)-6-(((R)-1-hydroxy-4-methylpent-2-yl)amino)-1,3,5-triazin-2-yl)methanesulfonamide